C(=O)(O)C=1C=C(C=CC1)CN(CC(=O)NO)CC=1C=C(C(=O)O)C=CC1 3-[[(3-Carboxyphenyl)methyl-[2-(hydroxyamino)-2-oxo-ethyl]amino]methyl]benzoic acid